(5-(7,8-dimethyl-[1,2,4]triazolo[1,5-a]pyridin-6-yl)-6-isopropyl-4H-pyrrolo[3,2-d]thiazol-2-yl)(pyrrolidin-1-yl)methanone CC1=C(C=2N(C=C1C1=C(C=3N=C(SC3N1)C(=O)N1CCCC1)C(C)C)N=CN2)C